Cl.C1(=CC=CC=C1)S(=O)(=O)N1C(=CC=2C=NC=CC21)CN (1-(phenylsulfonyl)-1H-pyrrolo[3,2-c]pyridine-2-yl)methanamine hydrochloride